C(C(=O)O)(=O)O.CC1=NOC(=N1)C1=CC=CC(=N1)OCCCN1CCN(CC1)C1=NSC2=C1C=CC=C2 3-(4-{3-[6-(3-methyl-[1,2,4]oxadiazol-5-yl)-pyridin-2-yloxy]-propyl}-piperazin-1-yl)-benzo[d]isothiazole oxalate salt